4-(4'-propylphenyl)bromobenzene C(CC)C1=CC=C(C=C1)C1=CC=C(C=C1)Br